[N+](=O)([O-])C1=CC=C(C=C1)C1=CC=C(O1)C=O 5-(4-nitrophenyl)furan-2-carbaldehyde